C(C)(C)(C)OC(=O)N1[C@H]([C@H](CCC1)C(N(C)CCCN(C)C)=O)C(=O)O (2R,3S)-1-tert-butoxycarbonyl-3-[3-(dimethylamino)propyl-methyl-carbamoyl]piperidine-2-carboxylic acid